(S)-2-(6-(3-fluoropyrrolidin-1-yl)pyridin-3-yl)-6,7-dihydrothiazolo[5,4-c]pyridin F[C@@H]1CN(CC1)C1=CC=C(C=N1)C=1SC=2C=NCCC2N1